2-bromo-6-(pyridin-3-yl)-6,7-dihydro-5H-imidazo[1,5-a]imidazol-5-one BrC=1N=C2N(C1)C(N(C2)C=2C=NC=CC2)=O